6-amino-1-(1-(3-cyclobutylphenyl)ethyl)quinoxalin-2(1H)-one NC=1C=C2N=CC(N(C2=CC1)C(C)C1=CC(=CC=C1)C1CCC1)=O